(1-((1-(((tert-butyldiphenylsilyl)oxy)methyl)cyclopropyl)sulfonyl)cyclopropyl)methanol [Si](C1=CC=CC=C1)(C1=CC=CC=C1)(C(C)(C)C)OCC1(CC1)S(=O)(=O)C1(CC1)CO